C(CCCCCCC)C(C(=O)[O-])S.C(CCCCCCC)C(C(=O)[O-])S.C(CCC)[Sn+2]CCCC dibutyltin bis(octylthioglycolate)